(R)-N-(3-ethynylthieno[3,2-c]pyridin-4-yl)-2-fluoro-4-(5-methyl-1,3,4-thiadiazol-2-yl)-N-(piperidin-3-yl)benzamide C(#C)C1=CSC2=C1C(=NC=C2)N(C(C2=C(C=C(C=C2)C=2SC(=NN2)C)F)=O)[C@H]2CNCCC2